4-[5-(2-aminoethyl)pyrimidin-2-yl]-3-(3,5-dimethyl-1-propan-2-ylpyrazol-4-yl)oxybenzonitrile NCCC=1C=NC(=NC1)C1=C(C=C(C#N)C=C1)OC=1C(=NN(C1C)C(C)C)C